silicon dioxide, ammonium salt [NH4+].[Si](=O)=O